(R)-N-(4-cyclopropyl-3-(4-fluorophenyl)-1-methyl-1H-pyrazol-5-yl)-2,2-difluorocyclopropane-1-carboxamide C1(CC1)C=1C(=NN(C1NC(=O)[C@@H]1C(C1)(F)F)C)C1=CC=C(C=C1)F